(E)-3-(3-(6-(2-(5-cyclopropyl-3-(3,5-dichloropyridin-4-yl)isoxazol-4-yl)vinyl)-3-azabicyclo[3.1.0]hex-3-yl)-1,2,4-oxadiazol-5-yl)benzoic acid C1(CC1)C1=C(C(=NO1)C1=C(C=NC=C1Cl)Cl)/C=C/C1C2CN(CC12)C1=NOC(=N1)C=1C=C(C(=O)O)C=CC1